N-(nonafluoro-normal butanesulfonyloxy)succinimide FC(C(C(S(=O)(=O)ON1C(CCC1=O)=O)(F)F)(F)F)(C(F)(F)F)F